COC=1C(=NC=CN1)C1(CC1)C(=O)O 1-(3-methoxypyrazin-2-yl)cyclopropane-1-carboxylic acid